FC=1C=CC(=C(C1)C=1C=C2CC(CC2=CC1)NC(OC(C)(C)C)=O)OC=1C(=NC=NC1)N1CC2(C1)CN(C2)CC2CCOCC2 tert-butyl (5-(5-fluoro-2-((4-(6-((tetrahydro-2H-pyran-4-yl)methyl)-2,6-diazaspiro[3.3]heptan-2-yl)pyrimidin-5-yl)oxy)phenyl)-2,3-dihydro-1H-inden-2-yl)carbamate